ClC1=CC(=C(CN2C3=C(OCC2)C=CC(=N3)N3CCN(CC3)CC3=NC2=C(N3C[C@H]3OCC3)C=C(C=C2)C(=O)O)C=C1)F (S)-2-((4-(4-(4-chloro-2-fluorobenzyl)-3,4-dihydro-2H-pyrido[3,2-b][1,4]oxazin-6-yl)piperazin-1-yl)methyl)-1-(oxetan-2-ylmethyl)-1H-benzo[d]imidazole-6-carboxylic acid